α-[4-[5-(trifluoromethyl)-1,2,4-oxadiazol-3-yl]phenyl]-4-morpholineacetonitrile FC(C1=NC(=NO1)C1=CC=C(C=C1)C(C#N)N1CCOCC1)(F)F